4-bromophenylalanine HCl Cl.BrC1=CC=C(C[C@H](N)C(=O)O)C=C1